O=CC(CC)S(=O)(=O)O 1-oxobutan-2-sulfonic acid